[2-[1-(4,4-dimethylcyclohexyl)ethoxy]-2-methyl-propyl] Propanoate C(CC)(=O)OCC(C)(C)OC(C)C1CCC(CC1)(C)C